Tetrahydro-2-furancarboxamide sulfate S(=O)(=O)(O)O.O1C(CCC1)C(=O)N